C(C)N(C1=CC=C(C=C1)N)CC 1-diethylamino-4-aminobenzene